OC1(CCN(CC12CC2)C2=NC=NC1=C(C=CC=C21)OC)C[SH2](=O)C=N {[8-hydroxy-5-(8-methoxyquinazolin-4-yl)-5-azaspiro[2.5]octan-8-yl]methyl}(imino)methyl-λ6-sulfanone